3-{1-ethyl-5-[(methylamino)methyl]-1H-indol-2-yl}-1-(p-fluorophenylamino)-2-propyne C(C)N1C(=CC2=CC(=CC=C12)CNC)C#CCNC1=CC=C(C=C1)F